ClC1=CC=C(S1)CNC1=CC(=NN1C(=O)C1(CCOCC1)C)C1(CCNCC1)C N-[(5-Chlorothiophen-2-yl)methyl]-1-(4-methyloxan-4-carbonyl)-3-(4-methylpiperidin-4-yl)-1H-pyrazol-5-amin